6-((1H-1,2,3-triazol-4-yl)methoxy)-2-azaspiro[3.3]heptane-2-carboxylic acid tert-butyl ester C(C)(C)(C)OC(=O)N1CC2(C1)CC(C2)OCC=2N=NNC2